N1N=CC2=CC(=CC=C12)C1C(N(C(C12CCN(CC2)C([C@@H](C(C)C)NC(C2=C(C=CC(=C2)C(F)(F)F)F)=O)=O)=O)C)=O N-((2R)-1-(4-(1H-indazol-5-yl)-2-methyl-1,3-dioxo-2,8-diazaspiro[4.5]decan-8-yl)-3-methyl-1-oxobutan-2-yl)-2-fluoro-5-(trifluoromethyl)benzamide